FC=1C=C2C(=C(NC2=CC1)C(=O)OCC(C)C)C=1N=NN(C1)CC1CCN(CC1)CC1=CC(=C(C=C1)OC1=CC(=CC=C1)C(C)C)C(C)C Isobutyl 5-fluoro-3-(1-((1-(3-isopropyl-4-(3-isopropylphenoxy)benzyl)piperidin-4-yl)methyl)-1H-1,2,3-triazol-4-yl)-1H-indol-2-carboxylat